6,7,8,9,10,11-hexahydro-5H-cyclohepta[c]isoquinolin-5-one C1=C2C3=C(NC(C2=CC=C1)=O)CCCCC3